FC1=CC(=C(OC=2C(=NC=NC2)N2CC3(CCN(C3)CC(C)(O)C)CC2)C=C1)C=1C(=NC=NC1)C(C)C 1-(7-(5-(4-fluoro-2-(4-isopropylpyrimidin-5-yl)phenoxy)pyrimidin-4-yl)-2,7-diazaspiro[4.4]non-2-yl)-2-methylpropan-2-ol